ClC=1C=C(C(=C(C1)C1=C2C(=NC=C1)C=C(S2)CN2C(C1C(C1C2=O)(C)C)=O)NC2CNCCC2)C 3-((7-(5-chloro-3-methyl-2-(piperidin-3-ylamino)phenyl)thieno[3,2-b]pyridin-2-yl)methyl)-6,6-dimethyl-3-azabicyclo[3.1.0]hexane-2,4-dione